6-Chloro-2-ethynyl-9-methyl-9H-purine ClC1=C2N=CN(C2=NC(=N1)C#C)C